NC1=NC(=C(C=2N1C(N(N2)C[C@@H]2N(CCC2)CCOC)=O)C2=CC(=NC(=C2)C)C)C2=CC=CC=C2 5-amino-8-(2,6-dimethyl-4-pyridinyl)-2-[[(2R)-1-(2-methoxyethyl)pyrrolidin-2-yl]methyl]-7-phenyl-[1,2,4]triazolo[4,3-c]pyrimidin-3-one